6-chloro-5'-(5-chloro-2-methylphenyl)-2'-(6-(2,2-difluoroethoxy)-4-methoxypyridin-3-yl)-3'-isopropyl-3'H-spiro[indoline-3,4'-pyrrolo[3,4-d]imidazole]-2,6'(5'H)-dione ClC1=CC=C2C(=C1)NC(C21N(C(C=2N=C(N(C21)C(C)C)C=2C=NC(=CC2OC)OCC(F)F)=O)C2=C(C=CC(=C2)Cl)C)=O